OC[C@H]1N(C[C@@H]([C@H]([C@@H]1O)O)O)CC1CCN(CC1)CC(F)(F)F (2R,3R,4R,5S)-2-(hydroxymethyl)-1-((1-(2,2,2-trifluoroethyl)piperidin-4-yl)methyl)piperidine-3,4,5-triol